(S)-3-(1-Acryloylpyrrolidin-3-yl)-7-amino-1-(4-(2,6-difluorophenoxy)phenyl)-1,5-dihydro-4H-pyrrolo[2,3-d]pyridazin-4-on C(C=C)(=O)N1C[C@@H](CC1)C1=CN(C=2C(=NNC(C21)=O)N)C2=CC=C(C=C2)OC2=C(C=CC=C2F)F